6-methyl-4-(1-(4-(trifluoromethyl)benzyl)-1H-indol-6-yl)-1,6-dihydro-7H-pyrrolo[2,3-c]pyridin-7-one CN1C(C2=C(C(=C1)C1=CC=C3C=CN(C3=C1)CC1=CC=C(C=C1)C(F)(F)F)C=CN2)=O